(2-(5-fluoro-3-(((4-isopropylpyrimidin-2-yl) amino) methyl) thiophen-2-yl)-4-methylpyrimidin-5-yloxy) cyclohexanecarboxylate C1(CCCCC1)C(=O)OOC=1C(=NC(=NC1)C=1SC(=CC1CNC1=NC=CC(=N1)C(C)C)F)C